C1=C(C=CC2=CC=CC=C12)CN1C(=NC=C1)[C@@H]1C[C@H](CN1)O (3R,5S)-5-[1-(2-naphthylmethyl)imidazol-2-yl]pyrrolidin-3-ol